N-[(1S)-1-(3-fluorophenyl)-3-iodopropyl](tert-butoxy)carboxamide FC=1C=C(C=CC1)[C@H](CCI)NC(=O)OC(C)(C)C